FC=1C=C2C(=NC1N1C3(CC3)COCC1)C(=NN2)C 4-(6-Fluoro-3-methyl-1H-pyrazolo[4,3-b]pyridin-5-yl)-7-oxa-4-azaspiro[2.5]octane